N-[4-[(6,7-Dimethoxy-1,5-naphthyridin-4-yl)oxy]-3-fluorophenyl]-1-(4-fluorophenyl)-5,6-dimethyl-2-oxopyridine-3-carboxamide COC=1N=C2C(=CC=NC2=CC1OC)OC1=C(C=C(C=C1)NC(=O)C=1C(N(C(=C(C1)C)C)C1=CC=C(C=C1)F)=O)F